5-bromo-N-(4-bromo-6-carbamoyl-2,2-difluoro-1,3-benzodioxol-5-yl)-2-(3-chloro-2-pyridyl)pyrazole-3-carboxamide BrC=1C=C(N(N1)C1=NC=CC=C1Cl)C(=O)NC1=C(C2=C(OC(O2)(F)F)C=C1C(N)=O)Br